2-(4-(piperidin-3-ylmethyl)pyrido[3,4-d]pyridazin-1-yl)-5-(trifluoromethyl)phenol hydrochloride Cl.N1CC(CCC1)CC=1N=NC(=C2C1C=NC=C2)C2=C(C=C(C=C2)C(F)(F)F)O